P(SCCCCCCCCCCCCCCCCCC)(SCCCCCCCCCCCCCCCCCC)SCCCCCCCCCCCCCCCCCC trioctadecyl trithiophosphite